N-(8,9-difluoro-6-oxo-1,4,5,6-tetrahydro-2H-pyrano[3,4-c]isoquinolin-1-yl)-N-methyl-3-(N-methylsulfamoyl)benzamide FC=1C(=CC=2C3=C(NC(C2C1)=O)COCC3N(C(C3=CC(=CC=C3)S(NC)(=O)=O)=O)C)F